ClC1=CC=C(C=C1)C=1C=C(C(N(N1)C=1C=NN(C1)C)=O)C(=O)N[C@](C([2H])([2H])O)(C([2H])([2H])[2H])[2H] (S)-6-(4-chlorophenyl)-N-(1-hydroxypropan-2-yl-1,1,2,3,3,3-d6)-2-(1-methyl-1H-pyrazol-4-yl)-3-oxo-2,3-dihydropyridazine-4-carboxamide